C(C=C)N1N(C2=NC(=NC=C2C1=O)NC=1C=NC(=CC1)OCCF)C1=NC(=CC=C1)OC1CCN(CC1)C 2-allyl-6-((6-(2-fluoroethoxy)pyridin-3-yl)amino)-1-(6-((1-methylpiperidin-4-yl)oxy)pyridin-2-yl)-1,2-dihydro-3H-pyrazolo[3,4-d]pyrimidin-3-one